3-(((7-(2-Aminopyrimidin-4-yl)-2,3-dihydrofuro[3,2-c]pyridin-4-yl)amino)methyl)-N-((1r,3r)-3-fluorocyclobutyl)benzamid NC1=NC=CC(=N1)C=1C2=C(C(=NC1)NCC=1C=C(C(=O)NC3CC(C3)F)C=CC1)CCO2